4-fluorobenzyl (tert-butoxycarbonyl)-L-valinate C(C)(C)(C)OC(=O)N[C@@H](C(C)C)C(=O)OCC1=CC=C(C=C1)F